hydroxy-3'-methylacetophenone OCC(=O)C1=CC(=CC=C1)C